C(C)(=O)N(C(C)(C)C)C[C@@H](COC1=NSN=C1N1CCOCC1)OC(=O)[C@@H](C)OC(CCCCCCCCCCCCCCCCC)=O Octadecanoic acid (R)-1-[(S)-1-[(acetyl-tert-butyl-amino)-methyl]-2-(4-morpholin-4-yl-[1,2,5]thiadiazol-3-yloxy)-ethoxycarbonyl]-ethyl ester